N-(2-(2-((6-(4-methylpiperazin-1-yl)pyridin-3-yl)amino)quinazolin-8-yl)pyridin-4-yl)acetamide CN1CCN(CC1)C1=CC=C(C=N1)NC1=NC2=C(C=CC=C2C=N1)C1=NC=CC(=C1)NC(C)=O